ClC=1C=C(C=C(C1OC=1C=C2C3=C(NC2=CC1)C(OCC3(C)C)CC(F)(F)F)Cl)N3N=C(C(NC3=O)=O)C#N 2-(3,5-dichloro-4-((4,4-dimethyl-1-(2,2,2-trifluoroethyl)-1,3,4,9-tetrahydro-pyrano[3,4-b]indol-6-yl)oxy)phenyl)-3,5-dioxo-2,3,4,5-tetrahydro-1,2,4-triazine-6-carbonitrile